5-(3-phenylphenyl)-1,3-oxazol C1(=CC=CC=C1)C=1C=C(C=CC1)C1=CN=CO1